FC=1C=C(C=CC1N1[C@H](CCC1)C)C=1N=C(SC1)N (S)-4-(3-fluoro-4-(2-methylpyrrolidin-1-yl)phenyl)thiazole-2-amine